N=1C=NN2C1C=CC(=C2)N2C(=NC=C2)C2=NC(=CC=C2)C 1-([1,2,4]Triazolo[1,5-a]pyridin-6-yl)-2-(6-methylpyridin-2-yl)-1H-imidazole